6-(pyrazolo[1,5-a]pyrazine-3-carbonyl)-N-(3-(trifluoromethyl)phenyl)-4,5,6,7-tetrahydrothieno[2,3-c]pyridine-3-carboxamide N1=CC(=C2N1C=CN=C2)C(=O)N2CC1=C(CC2)C(=CS1)C(=O)NC1=CC(=CC=C1)C(F)(F)F